oxalic acid nitrate potassium [K+].[N+](=O)([O-])[O-].C(C(=O)O)(=O)O